butynol lithium [Li].C(#CCC)O